BrC=1C=CC(=NC1)C=N[S@](=O)C(C)(C)C (R)-N-[(5-bromo-2-pyridyl)methylene]-2-methyl-propane-2-sulfinamide